C(C)(C)(C)OC(=O)NCCC(=O)NC=1C=C(N(C1)C)C(=O)NC=1N=C(N(C1)C)C(=O)NCCC(=O)OCC ethyl 3-{[4-(4-{3-[(tert-butoxycarbonyl) amino]propanamido}-1-methylpyrrole-2-amido)-1-methylimidazol-2-yl]formamido}propanoate